tert-butyl (S)-3-((5-fluoro-2-formyl-4-(N-(4-methoxybenzyl)-N-(thiazol-4-yl)sulfamoyl)phenyl)(methyl)amino)pyrrolidine-1-carboxylate FC=1C(=CC(=C(C1)N([C@@H]1CN(CC1)C(=O)OC(C)(C)C)C)C=O)S(N(C=1N=CSC1)CC1=CC=C(C=C1)OC)(=O)=O